(5-(1-hydroxypropyl)-[1,2,4]triazolo[1,5-a]pyridin-8-yl)boronic acid OC(CC)C1=CC=C(C=2N1N=CN2)B(O)O